3-(4-(4-(2-amino-7-azaspiro[3.5]nonan-7-yl)piperidin-1-yl)-3-fluorophenyl)piperidine-2,6-dione NC1CC2(C1)CCN(CC2)C2CCN(CC2)C2=C(C=C(C=C2)C2C(NC(CC2)=O)=O)F